C(C)(C)NC1=C2C(=NC=C1C(=O)NCC1=CC(=NO1)C)SC(=C2)C2=CN=CS2 4-(Isopropylamino)-N-((3-methylisoxazol-5-yl)methyl)-2-(thiazol-5-yl)thieno[2,3-b]pyridin-5-carboxamid